methylene-(3,5-di-t-butyl-4-hydroxyhydrocinnamic acid) C=C(C(=O)O)CC1=CC(=C(C(=C1)C(C)(C)C)O)C(C)(C)C